2-(2-phenylethyl)anthra[1,2-b:5,6-b']dithiophene C1(=CC=CC=C1)CCC1=CC2=C(S1)C1=CC=3C=CC4=C(SC=C4)C3C=C1C=C2